FC(OC1=CC=CC=2C(N([C@H]3C=4N([C@@H](C21)C3)C3=C(N4)C=CC(=C3)C=3C=NC(=CC3)NCP(=O)(C)C)C([2H])([2H])[2H])=O)F (7R,14R)-1-(difluoromethoxy)-11-(6-(((dimethylphosphoryl)methyl)amino)pyridin-3-yl)-6-(methyl-d3)-6,7-dihydro-7,14-methanobenzo[f]benzo[4,5]imidazo[1,2-a][1,4]diazocin-5(14H)-one